di(2,4-bis(trifluoromethoxy)phenyl)methanol FC(OC1=C(C=CC(=C1)OC(F)(F)F)C(O)C1=C(C=C(C=C1)OC(F)(F)F)OC(F)(F)F)(F)F